imidazo[1,2-d]pyrido[3,2-b][1,4]oxazepine-7(6H)-one N1=CC=CC=2OCC(C=3N(C21)C=CN3)=O